C(C)(C)(C)OC(=O)N(C(OC(C)(C)C)=O)C=1C2=C(N=CN1)N(C=C2C2=C1C=CN=CC1=C(C=C2)NC(=O)NC2=CC(=NO2)C2(CC2)C)C2CC2 tert-butyl (tert-butoxycarbonyl)(7-cyclopropyl-5-(8-(3-(3-(1-methylcyclopropyl)isoxazol-5-yl)ureido)isoquinolin-5-yl)-7H-pyrrolo[2,3-d]pyrimidin-4-yl)carbamate